C1=CC=C(C=C1)C#CC2=C(C=CC(=C2)Cl)N 2-Phenylethynyl-4-chloroaniline